(R)-5-bromo-2-(4-(4-((trisisopropylphenyl)ethyl)phenoxy)pyrrolidin-1-yl)pyridine BrC=1C=CC(=NC1)N1CC[C@H](C1)OC1=CC=C(C=C1)CCC1=C(C(=C(C=C1)C(C)C)C(C)C)C(C)C